FC1(C(C2=C(C(=C=C=C12)OC=1C=C(C#N)C=C(C1)C(F)F)I)=O)F 3-(8,8-difluoro-5-iodo-7-oxobicyclo[4.2.0]oct-1,3,5-triene-2-enyloxy)-5-difluoromethylbenzonitrile